4-bromo-5-(difluoromethoxy)-6-methyl-1H-indazole BrC1=C2C=NNC2=CC(=C1OC(F)F)C